COC1=C2C(NC=NC2=CC(=C1)OC)=O 5,7-dimethoxy-3H-quinazolin-4-one